N1CCC2(CC1)C=C1C(NCN=C1)=C2N dihydrospiro[cyclopenta[d]pyrimidine-6,4'-piperidin]-7-amine